CN(C=1OC2=C(N1)C=C(C=C2)NC(=O)C=2C=CC1=C(CCO1)C2)C2COC2 2,3-dihydro-benzofuran-5-carboxylic acid [2-(methyl-oxetan-3-yl-amino)-benzooxazol-5-yl]-amide